C(C1=CC=CC=C1)OC1=CC(=C(C(=C1)F)C1=C(CCC2=CC(=CC=C12)OC)Br)F 4-(4-benzyloxy-2,6-difluoro-phenyl)-3-bromo-7-methoxy-1,2-dihydronaphthalene